S1C=NC(C1)C(=O)O 4,5-dihydrothiazole-4-carboxylic acid